The molecule is a oxysterol that is cholesterol in which the hydrogen at the 4beta position has been replaced by a hydroxy group. A metabolite of cholesterol formed by the drug-metabolizing enzyme cytochrome P450 3A4, it is one of the major oxysterols in the human circulation. It has a role as a human metabolite. It is an oxysterol, a 3beta-sterol, a diol and a 3beta-hydroxy-Delta(5)-steroid. It derives from a cholesterol. C[C@H](CCCC(C)C)[C@H]1CC[C@@H]2[C@@]1(CC[C@H]3[C@H]2CC=C4[C@@]3(CC[C@@H]([C@@H]4O)O)C)C